FC=1C=C(CNC(OC(C)(C)C)=O)C=C(C1)C=1C=NN(C1)C=1C=NC(=CC1)F tert-Butyl (3-fluoro-5-(1-(6-fluoropyridin-3-yl)-1H-pyrazol-4-yl)benzyl)carbamate